CC1=CC(C(C=N1)C(=O)N)=O 6-methyl-4-oxopyridine-3-carboxamide